((4-isopropylphenyl)amino)-5-(1-methyl-1H-pyrazol-4-yl)-4H-benzo[e][1,2,4]thiadiazine 1,1-dioxide C(C)(C)C1=CC=C(C=C1)NC1=NS(C2=C(N1)C(=CC=C2)C=2C=NN(C2)C)(=O)=O